C1(CC1)C1=C(C(=NO1)C1=C(C=CC=C1Cl)Cl)CN1C[C@@H](NCC1)C (S)-5-cyclopropyl-3-(2,6-dichlorophenyl)-4-((3-methylpiperazin-1-yl)methyl)isoxazole